2-[3-azabicyclo[3.1.1]Hept-6-yl]Ethyl acetate C(C)(=O)OCCC1C2CNCC1C2